C1(=CC=CC=C1)N(C1=CC=C(C=C1)B1OC(C(O1)(C)C)(C)C)C1=CC=C(C=C1)B1OC(C(O1)(C)C)(C)C N-phenyl-4-(4,4,5,5-tetramethyl-1,3,2-dioxaborolan-2-yl)-N-[4-(4,4,5,5-tetramethyl-1,3,2-dioxaborolan-2-yl)phenyl]benzenamine